2-(2-(piperazin-1-yl)ethoxy)-4-(4-fluorophenyl)-6-(3-methylpyridin-2-yl)pyridine-3-carbonitrile N1(CCNCC1)CCOC1=NC(=CC(=C1C#N)C1=CC=C(C=C1)F)C1=NC=CC=C1C